ClC=1C=C2C(=NC=NC2=C(C1C1=CC=C(C2=C1N=C(S2)N)F)F)N2CCNCC2 4-[6-chloro-8-fluoro-4-(piperazin-1-yl)quinazolin-7-yl]-7-fluoro-1,3-benzothiazol-2-amine